C(C1=CC=CC=C1)OC=1C(C(=CN2C1C(N1[C@H](C=CC([C@H]2C1)=O)C)=O)C(=O)NCC1=C(C(=C(C=C1)F)Cl)F)=O (3S,7R)-12-(benzyloxy)-N-(3-chloro-2,4-difluorobenzyl)-3-methyl-1,6,11-trioxo-1,6,7,11-tetrahydro-3H-2,7-methanopyrido[1,2-a][1,4]diazonine-10-carboxamide